1-(7-(2-aminobenzo[d]-thiazol-4-yl)-6-chloro-8-fluoro-2-(((S)-1-methyl-pyrrolidin-2-yl)methoxy)-quinazolin-4-yl)azepane-4-carboxylic acid NC=1SC2=C(N1)C(=CC=C2)C2=C(C=C1C(=NC(=NC1=C2F)OC[C@H]2N(CCC2)C)N2CCC(CCC2)C(=O)O)Cl